methyl (2R)-5-{4-[2-(2-ethoxyethoxy)ethoxy]phenyl}-2-[(trifluoromethanesulfonyl) oxy]pentanoate C(C)OCCOCCOC1=CC=C(C=C1)CCC[C@H](C(=O)OC)OS(=O)(=O)C(F)(F)F